(R)-(tert-butoxycarbonyl)-L-alanine 1-methylpyrrolidin-3-yl ester CN1CC(CC1)OC([C@H](NC(=O)OC(C)(C)C)C)=O